1-chloro-2-isocyanato-4-(trifluoromethyl)benzene ClC1=C(C=C(C=C1)C(F)(F)F)N=C=O